BrCC\C=C/C\C=C/CCCOC1OCCCC1 2-(((4Z,7Z)-10-Bromodeca-4,7-dien-1-yl)oxy)tetrahydro-2H-pyran